C(C)OC(=O)C1=NN2C(C(CCCC2)O)=C1 E-4-hydroxy-5,6,7,8-tetrahydro-4H-pyrazolo[1,5-a]azepine-2-carboxylic acid ethyl ester